7-(4-phenoxyphenyl)-2-vinyl-7H-pyrrolo[2,3-d]pyrimidine O(C1=CC=CC=C1)C1=CC=C(C=C1)N1C=CC2=C1N=C(N=C2)C=C